C12(CC3CC(CC(C1)C3)C2)CS(=O)(=O)NC(=O)C=2N=NC(=CC2)N2CCN(CC2)CC2=C(C=C(C=C2)C2=CC(=CC=C2)O)OC N-(1-Adamantylmethylsulfonyl)-6-[4-[[4-(3-hydroxyphenyl)-2-methoxyphenyl]methyl]piperazin-1-yl]pyridazine-3-carboxamide